(Z)-6-((2,6-dimethylbenzyl)sulfonyl)-2-(2,4-dimethylbenzylidene)-2H-benzo[b][1,4]thiazin-3(4H)-one CC1=C(CS(=O)(=O)C2=CC3=C(S\C(\C(N3)=O)=C/C3=C(C=C(C=C3)C)C)C=C2)C(=CC=C1)C